BrC1=CC=C(C(=N1)C[C@@]1(C[C@H](N(CC1)S(=O)(=O)C1=C(C=CC=C1)C(F)(F)F)C)C(=O)OC)F methyl (2R,4R)-4-((6-bromo-3-fluoropyridin-2-yl)methyl)-2-methyl-1-((2-(trifluoro-methyl)phenyl) sulfonyl)piperidine-4-carboxylate